N12C(CN(CC1)CC2)CO ((1s,4s)-1,4-diazabicyclo[2.2.2]octan-2-yl)methanol